C1(C=CC=C1)[Zr](N(C)C)(N(C)C)N(C)C cyclopentadienyl-tris-dimethylaminozirconium